C(C)OCCNC(=O)C1CNCC1 N-(2-ethoxyethyl)pyrrolidine-3-carboxamide